(2S,3R)-2-acetyl-3-phenylspiro[cyclopropane-1,2'-indene]-1',3'-dione C(C)(=O)[C@H]1[C@@H](C12C(C1=CC=CC=C1C2=O)=O)C2=CC=CC=C2